ClCC(=O)NC=1C=NC(=C(C1)NC1=NN(C2=NC(=NC=C21)NC=2C=NN(C2)C2COC2)C)C 2-chloro-N-(6-methyl-5-((1-methyl-6-((1-(oxetan-3-yl)-1H-pyrazol-4-yl)amino)-1H-pyrazolo[3,4-d]pyrimidin-3-yl)amino)pyridin-3-yl)acetamide